C(C)(C)(C)OC(NC12C(CC(CC1)(CC2)NC(COC2=CC(=C(C=C2)Cl)F)=O)=O)=O (4-(2-(4-chloro-3-fluorophenoxy)acetylamino)-2-oxobicyclo[2.2.2]octan-1-yl)carbamic acid tert-butyl ester